F[C@@H]1[C@@H]([C@]2(CN([C@@]1(CC2)C)C)C)OC2=CC=C(N=N2)C2=C(C=C(C=C2)N2C=NC=C2)O 2-(6-(((1R,4R,5R,6S)-6-fluoro-1,2,4-trimethyl-2-azabicyclo[2.2.2]octan-5-yl)oxy)pyridazin-3-yl)-5-(1H-imidazol-1-yl)phenol